NC1=CC(=C(C(=O)NC=2C=C3C(=C(N2)N2CCC(CC2)(F)F)OC=C3)C=C1C)N1CCC(CC1)=C(F)F 4-amino-2-(4-(difluoromethylene)piperidin-1-yl)-N-(7-(4,4-difluoropiperidin-1-yl)furo[2,3-c]pyridin-5-yl)-5-methylbenzamide